CNC(=O)C1=C(OC2=NC(=NC=C2C(F)(F)F)NC=2C=C3CCN(CC3=CC2)C(=O)OC(C)(C)C)C=CC=C1 tert-Butyl 6-((4-(2-(methylcarbamoyl)phenoxy)-5-(trifluoromethyl)pyrimidin-2-yl)amino)-3,4-dihydroisoquinoline-2(1H)-carboxylate